C(C)C1=C(C=CC=C1)CN1C(CCC1=O)CC(=O)NC1=NC=NN1C 2-[1-[(2-ethylphenyl)methyl]-5-oxopyrrolidin-2-yl]-N-(1-methyl-1H-1,2,4-triazol-5-yl)acetamid